3-(((3-(3,5-dimethyl-1H-pyrazol-1-yl)phenyl)(2-methoxy-2-oxoethyl)amino)methyl)pyrrolidine-1-carboxylic acid tert-butyl ester C(C)(C)(C)OC(=O)N1CC(CC1)CN(CC(=O)OC)C1=CC(=CC=C1)N1N=C(C=C1C)C